Tert-butyl 2-[2-[(1S,3R)-3-(tert-butoxycarbonylamino)cyclohexanecarbonyl]hydrazino]-6-chloropyridine-4-carboxylate C(C)(C)(C)OC(=O)N[C@H]1C[C@H](CCC1)C(=O)NNC1=NC(=CC(=C1)C(=O)OC(C)(C)C)Cl